hexadecyl-mercaptohexadecanoic acid C(CCCCCCCCCCCCCCC)C(C(=O)O)(CCCCCCCCCCCCCC)S